1,2,2,3,3,4,4,5,5,6,6,7,7,8,8,9,9,10,10,11-icosafluoroundecyl 2-methylacrylate CC(C(=O)OC(C(C(C(C(C(C(C(C(C(CF)(F)F)(F)F)(F)F)(F)F)(F)F)(F)F)(F)F)(F)F)(F)F)F)=C